C(C)(=O)ON=C(CCC1CCCC1)C=1C=CC=2N(C3=CC=C(C=C3C2C1)C(C1=C(C=CC=C1)C)=O)CC N-acetoxy-1-[9-ethyl-6-(2-methylbenzoyl)-9H-carbazole-3-yl]-3-cyclopentylpropane-1-imine